FC(C1=C(C=C(C=C1)C(F)(F)F)B)(F)F (2,5-bis(trifluoromethyl)phenyl)borane